The molecule is an organophosphate oxoanion obtained by deprotonation of the phosphate OH groups of 1-(5-phospho-beta-D-ribosyl)-5-[(5-phospho-beta-D-ribosylamino)methylideneamino]imidazole-4-carboxamide. It has a role as a Saccharomyces cerevisiae metabolite. It is a conjugate base of a 1-(5-phospho-beta-D-ribosyl)-5-[(5-phospho-beta-D-ribosylamino)methylideneamino]imidazole-4-carboxamide. C1=NC(=C(N1[C@H]2[C@@H]([C@@H]([C@H](O2)COP(=O)([O-])[O-])O)O)N/C=N\\[C@H]3[C@@H]([C@@H]([C@H](O3)COP(=O)([O-])[O-])O)O)C(=O)N